ON1[C@@H]2C(=C[C@H](N(C1=O)C2)C(=O)N)C (2S,5R)-6-hydroxy-4-methyl-7-oxo-1,6-diazabicyclo[3.2.1]oct-3-ene-2-carboxamide